4-(4-Acrylamidophenyl)-5-methyl-3-(4-((6-methylpyridin-2-yl)oxy)phenyl)-1H-pyrrole-2-carboxamide C(C=C)(=O)NC1=CC=C(C=C1)C=1C(=C(NC1C)C(=O)N)C1=CC=C(C=C1)OC1=NC(=CC=C1)C